C(C)OC(CC=1C=NN(C1)CC1=CC=C(C=C1)C1=NOC(=N1)C(F)(F)F)=O (1-{4-[5-(trifluoromethyl)-1,2,4-oxadiazol-3-yl]benzyl}-1H-pyrazol-4-yl)acetic acid ethyl ester